O=C1O[C@H]2[C@@H](N1)C[C@H](C2)C(=O)OC Methyl (3aS,5R,6aR)-2-oxohexahydro-2H-cyclopenta[d]oxazole-5-carboxylate